(5-((6-((S)-3-benzylisoxazolidin-2-yl)pyrimidin-4-yl)amino)-2-(4-cyclopentylpiperazin-1-yl)-4-methoxyphenyl)acrylamide C(C1=CC=CC=C1)[C@@H]1N(OCC1)C1=CC(=NC=N1)NC=1C(=CC(=C(C1)C(C(=O)N)=C)N1CCN(CC1)C1CCCC1)OC